FC1(CCC(CC1)(N1CCNCC1)C1=CC=C(C=C1)[C@H](C)NC=1N=CC2=C(N1)N(C(C=C2)=O)C(C)C)F 2-{[(1S)-1-{4-[4,4-difluoro-1-(piperazin-1-yl)cyclohexyl]phenyl}ethyl]amino}-8-(propan-2-yl)pyrido[2,3-d]pyrimidin-7(8H)-one